3-[3-Methyl-2-oxo-4-[3-(4-piperidyl)prop-1-ynyl]benzimidazol-1-yl]piperidine-2,6-dione CN1C(N(C2=C1C(=CC=C2)C#CCC2CCNCC2)C2C(NC(CC2)=O)=O)=O